C(C)(C)(C)C=1C=C(C=C(C1)C(C)(C)C)C1=CC=C(C=C1)NC=1C(=CC=CC1)C1=CC(=CC=C1)C1=CC=CC=C1 N-(3',5'-di-tert-butyl-[1,1'-biphenyl]-4-yl)-[1,1':3,1''-terphenyl]-2'-amine